CO[C@@H](C[NH3+])C (R)-2-methoxypropan-1-aminium